(S)-7-(2,5-dioxo-2,5-dihydro-1H-pyrrol-1-yl)-2,2-dimethyl-4,8-dioxo-3,12,15,18,21-pentaoxa-5,9-diazatetracosan-24-oic acid O=C1N(C(C=C1)=O)[C@@H](CNC(OC(C)(C)C)=O)C(NCCOCCOCCOCCOCCC(=O)O)=O